CN1C=C(C=C(C1=O)C)NC=1C(=NC(=C(N1)NC)C=1C2=C(C=NC1)N(C=N2)C)C(=O)N 3-[(1,5-dimethyl-6-oxo-3-pyridyl)amino]-5-(methylamino)-6-(3-methylimidazo[4,5-c]pyridin-7-yl)pyrazine-2-carboxamide